FC=1C=C(NC(C[Se]C2=CC=CC=C2)C2=CC=CC=C2)C=CC1 3-fluoro-N-(1-phenyl-2-(phenylseleno)ethyl)aniline